C(C)(=O)O[C@H]1[C@H](N(C[C@@H]1OC(=O)OC(C)(C)C)C(=O)OC(C)(C)C)CC1=CC=C(C=C1)C1CC1 tert-butyl (2R,3S,4S)-3-(acetyloxy)-4-[(tert-butoxycarbonyl)oxy]-2-[(4-cyclopropylphenyl)methyl]pyrrolidine-1-carboxylate